BrC1=CC=C2N(C(C(N(C2=C1)C1CCN(CC1)C1=NC=CC=N1)=O)=O)C 2-(4-(7-bromo-4-methyl-2,3-dioxo-3,4-dihydroquinoxalin-1(2H)-yl)piperidin-1-yl)pyrimidine